(2R,3R,4R,5R)-2-(6-Acetamido-9H-purin-9-yl)-5-((naphthalene-2-sulfonamido)methyl)tetrahydrofuran-3,4-diyl diacetate C(C)(=O)O[C@H]1[C@@H](O[C@@H]([C@H]1OC(C)=O)CNS(=O)(=O)C1=CC2=CC=CC=C2C=C1)N1C2=NC=NC(=C2N=C1)NC(C)=O